(4-((3,4-dichloro-2-fluorophenyl)amino)-7,8-dihydro-[1,4]dioxino[2,3-g]quinazolin-7-yl)methanol ClC=1C(=C(C=CC1Cl)NC1=NC=NC2=CC3=C(C=C12)OC(CO3)CO)F